NC1=C(C=2C(=NC(=C(C2)C)C)N1C1=C(C(=CC=C1C)OCOC)C)C(=O)C1=NC2=C(N1)C=CC=C2 (2-amino-1-(3-(methoxymethoxy)-2,6-dimethylphenyl)-5,6-dimethyl-1H-pyrrolo[2,3-b]pyridin-3-yl)(1H-benzo[d]imidazol-2-yl)methanone